C(CC1=C(C(=O)[O-])C=CC(=C1)C(=O)N1CCN(CC1)S(=O)(=O)C(C(C(C(F)(F)F)(F)F)(F)F)(F)F)C1=C(C(=O)[O-])C=CC(=C1)C(=O)N1CCN(CC1)S(=O)(=O)C(C(C(C(F)(F)F)(F)F)(F)F)(F)F ethane-1,2-diylbis(4-(4-((perfluorobutyl) sulfonyl) piperazine-1-carbonyl) benzoate)